C(C1=CC=CC=C1)OC(=O)[C@@H]1C[C@@H](C1)O (cis)-3-Hydroxycyclobutanecarboxylic acid benzyl ester